(S)-3-(3-(Difluoromethyl)-8-methyl-[1,2,4]triazolo[4,3-a]pyridin-7-yl)-3-(3-((1,1-dioxidospiro[benzo[b][1,4,5]oxathiazepine-4,3'-oxetan]-2(3H)-yl)methyl)-4-methylphenyl)propanoic acid FC(C1=NN=C2N1C=CC(=C2C)[C@@H](CC(=O)O)C2=CC(=C(C=C2)C)CN2S(C1=C(OC3(COC3)C2)C=CC=C1)(=O)=O)F